C(\C(\C)=C/C(=O)[O-])(=O)[O-].C(C)[N+](C1=CC=CC=C1)(CC)CC.C(C)[N+](C1=CC=CC=C1)(CC)CC Bis-triethylphenylammonium citraconate